C1(CCCCC1)NCC(COC=1C=C(C=CC1)/C=C/C(=O)C1=CC=CC=C1)O (E)-3-[3-[3-(Cyclohexylamino)-2-hydroxypropoxy]phenyl]-1-phenylprop-2-en-1-one